(2S,4S)-4-(7-bromo-4-chloro-6-fluoro-8-iodo-1H-pyrazolo[4,3-c]quinolin-1-yl)-2-(2-((tert-butyldimethylsilyl)oxy)ethyl)piperidine-1-carboxylic acid tert-butyl ester C(C)(C)(C)OC(=O)N1[C@@H](C[C@H](CC1)N1N=CC=2C(=NC=3C(=C(C(=CC3C21)I)Br)F)Cl)CCO[Si](C)(C)C(C)(C)C